Cl.NCCS(=O)(=O)NC1=NC(=CC=C1)Cl 2-amino-N-(6-chloropyridin-2-yl)ethane-1-sulfonamide hydrochloride